Cl.N1C[C@H](CCC1)CC(=O)N (3R)-3-piperidylacetamide hydrochloride